Tert-butyl (1-(3-chloropyrazin-2-yl)ethyl)(cyclopropylmethyl)carbamate ClC=1C(=NC=CN1)C(C)N(C(OC(C)(C)C)=O)CC1CC1